N-(amino(2-(1,2-dihydroxypropan-2-yl)thiazol-5-yl)(oxo)-λ6-sulfaneylidene)-2-(4-((cyclopentyloxy)methyl)-2,6-diisopropylphenyl)acetamide NS(=NC(CC1=C(C=C(C=C1C(C)C)COC1CCCC1)C(C)C)=O)(=O)C1=CN=C(S1)C(CO)(C)O